C(C=C)(=O)N1[C@@H](CCC1)C=1N(C(=C(N1)C1=CC=C(C=C1)C(NC1=NC=CC(=C1)CC)=O)C(=O)N)N (S)-2-(1-Acryloylpyrrolidin-2-yl)-1-amino-4-(4-((4-ethylpyridin-2-yl)carbamoyl)phenyl)-1H-imidazol-5-carboxamid